ClC1=NC=C2C(=N1)N(C(NC2)=O)CC2=CC(=C(C=C2)C=2N(C=C(N2)C(F)(F)F)C)F 7-chloro-1-(3-fluoro-4-(1-methyl-4-(trifluoromethyl)-1H-imidazol-2-yl)benzyl)-3,4-dihydropyrimido[4,5-d]pyrimidin-2(1H)-one